N-[5-(3-cyanopyridine-2-carbonyl)-4H,5H,6H-pyrrolo[3,4-d][1,3]thiazol-2-yl]-4-(2-methoxyphenyl)-6-methylpyridine-3-carboxamide C(#N)C=1C(=NC=CC1)C(=O)N1CC=2N=C(SC2C1)NC(=O)C=1C=NC(=CC1C1=C(C=CC=C1)OC)C